C(C)OC(CCC(=O)C1=NC(=CC=C1O)C(F)(F)F)=O 4-(3-Hydroxy-6-trifluoromethyl-pyridin-2-yl)-4-oxo-butyric acid ethyl ester